ClC=1C(=NC(=NC1)N1C[C@H]([C@@H](CC1)NC=1C=C2C(=NN(C2=CC1)C1C(NC(CC1)=O)=O)C)C)NC=1C=C2CC(N(C2=CC1)C)=O 3-(5-(((3R,4R)-1-(5-chloro-4-((1-methyl-2-oxoindolin-5-yl)amino)pyrimidin-2-yl)-3-methylpiperidin-4-yl)amino)-3-methyl-1H-indazol-1-yl)piperidine-2,6-dione